2-(3-fluorophenoxy)-5-(((1-oxo-1,6,7,8,8a,9-hexahydropyrrolo[1',2':3,4]imidazo[1,2-c]pyrimidin-3-yl)oxy)methyl)benzonitrile FC=1C=C(OC2=C(C#N)C=C(C=C2)COC=2C=C3N(C(N2)=O)CC2N3CCC2)C=CC1